S(=O)(=O)(OC1=CC=CC=C1)OCC(C)(C)C phenyl neopentyl sulfate